8-((2s,5r)-5-ethyl-4-(2-fluoro-4-(trifluoromethoxy)benzyl)-2-methylpiperazin-1-yl)-5-methyl-6-oxo-5,6-dihydro-1,5-naphthyridine-2-carbonitrile C(C)[C@H]1N(C[C@@H](N(C1)C1=CC(N(C=2C=CC(=NC12)C#N)C)=O)C)CC1=C(C=C(C=C1)OC(F)(F)F)F